4-((3-methylpyridin-4-yl)amino)-N-(3-(pyridin-4-yloxy)phenyl)benzamide CC=1C=NC=CC1NC1=CC=C(C(=O)NC2=CC(=CC=C2)OC2=CC=NC=C2)C=C1